C[C@H]1N(CCCCC1)C(=O)C1=NC=2N(C(=C1)C1=NN(N=C1)C)N=C(C2)Br (R)-(2-bromo-7-(2-methyl-2H-1,2,3-triazol-4-yl)pyrazolo[1,5-a]pyrimidin-5-yl) (2-methylazepan-1-yl) ketone